6-Methoxy-1-methyl-4-[4-(5-methyl-1,3-benzoxazol-2-yl)piperidin-1-yl]-2-oxo-7-{[(3R)-oxolan-3-yl]oxy}-1,2-dihydro-quinoline-3-carbonitrile COC=1C=C2C(=C(C(N(C2=CC1O[C@H]1COCC1)C)=O)C#N)N1CCC(CC1)C=1OC2=C(N1)C=C(C=C2)C